9-(((2S,3R,4S,6R)-4-(dimethylamino)-3-hydroxy-6-methyltetrahydro-2H-pyran-2-yl)oxy)-8-methoxy-4,6,8,10,12,12-hexamethyl-1-oxa-4-azacyclotridecane-11,13-dione CN([C@@H]1[C@H]([C@@H](O[C@@H](C1)C)OC1C(CC(CN(CCOC(C(C(C1C)=O)(C)C)=O)C)C)(C)OC)O)C